N1=CC(=CC=C1)C1=CN=C2SC(=NN21)NCC2CCOCC2 5-(3-pyridyl)-N-(tetrahydropyran-4-ylmethyl)imidazo[2,1-b][1,3,4]thiadiazol-2-amine